2,4-diaminobutane NC(C)CCN